ClC1=NC=CC2=C1C(=NN2)C2=NC(=NC(=C2F)OC2CCC(CC2)C(F)(F)F)C 4-{4-chloro-1H-pyrazolo[4,3-c]pyridin-3-yl}-5-fluoro-2-methyl-6-{[(1r,4r)-4-(trifluoromethyl)cyclohexyl]oxy}pyrimidine